BrCC1=NC=C(C=C1F)Cl 2-(bromomethyl)-3-Fluoro-5-chloropyridine